BrCC=1C(=C(C(NN1)=O)C(F)(F)F)C 6-(bromomethyl)-5-methyl-4-(trifluoromethyl)pyridazin-3(2H)-one